(R)-N-((3-(5-((1,3-dimethylazetidin-3-yl)(hydroxy)(4-isopropylphenyl)methyl)pyridin-3-yl)-1,2,4-oxadiazol-5-yl)methyl)-N-methylacetamide-d3 CN1CC(C1)(C)[C@@](C=1C=C(C=NC1)C1=NOC(=N1)CN(C(C([2H])([2H])[2H])=O)C)(C1=CC=C(C=C1)C(C)C)O